4-(4-((2,5,8,11-tetraoxatridecan-13-yl)oxy)phenyl)butan-1-ol COCCOCCOCCOCCOC1=CC=C(C=C1)CCCCO